ClC=1C(=C2C(CCCC3=CC=CC=C3C3=C(C=C(C(NS(C(C1OC)=C2)(=O)=O)=C3)F)F)=O)F 14-chloro-13,20,22-trifluoro-15-methoxy-17,17-dioxo-17λ6-thia-18-azatetracyclo[17.3.1.112,16.02,7]tetracosa-1(22),2,4,6,12,14,16(24),19(23),20-nonaen-11-one